C(C)(=O)O.ClC1=CC=C(C=C1)NCC1(CN(C1)C(=O)C1=C(C(=C(C=C1)F)F)NC1=C(C=C(C=C1)I)F)O 3-{[(4-chlorophenyl)amino]methyl}-1-({3,4-difluoro-2-[(2-fluoro-4-iodophenyl)amino]phenyl}carbonyl)azetidin-3-ol acetate salt